COC1=NC(=NC(=C1)OC)OC1=C(C(=O)O\N=C\C2=C(C=CC=C2)C(F)(F)F)C(=CC=C1)OC1=NC(=CC(=N1)OC)OC (E)-2-(Trifluoromethyl)benzaldehyd-O-{2,6-bis[(4,6-dimethoxypyrimidin-2-yl)oxy]benzoyl} oxim